C1=NC=CC2=CC=C3C(=C12)C=CC=C3 BENZISOQUINOLINE